2,3-dibromo-1-propylamine hydrochloride Cl.BrC(CN)CBr